Ethyl N2-(L-leucyl)-N5-(2,4-dimethoxybenzyl)-N5-methyl-L-glutaminate N[C@@H](CC(C)C)C(=O)N[C@@H](CCC(N(C)CC1=C(C=C(C=C1)OC)OC)=O)C(=O)OCC